N-(2-aminoethyl)-4-[[3-(4-chloro-2,3-difluorophenyl)imidazo[1,2-a]pyrazin-8-yl]amino]-N,2-dimethylbenzamide NCCN(C(C1=C(C=C(C=C1)NC=1C=2N(C=CN1)C(=CN2)C2=C(C(=C(C=C2)Cl)F)F)C)=O)C